NC/C(/COC1=CC2=C(N=C(O2)NCC2=CC=CC=C2)C=C1)=C\F (E)-6-((2-(amino-methyl)-3-fluoro-allyl)oxy)-N-benzylbenzo[d]-oxazol-2-amine